5-benzyl-N-(4-(2-ethoxy-6-methylphenyl)pyridine-2-yl)-4H-1,2,4-triazole-3-formamide C(C1=CC=CC=C1)C=1NC(=NN1)C(=O)NC1=NC=CC(=C1)C1=C(C=CC=C1C)OCC